O=C1NC(CCC1C1=NN(C2=C(C(=C(C=C12)F)C1CCN(CC1)C[C@@H]1C(CN(CC1)C(=O)OC(C)(C)C)(F)F)F)C)=O tert-butyl (4R)-4-[[4-[3-(2,6-dioxo-3-piperidyl)-5,7-difluoro-1-methyl-indazol-6-yl]-1-piperidyl]methyl]-3,3-difluoro-piperidine-1-carboxylate